(R)-6-chloro-3-((1-(3,6-dimethyl-2-(5-(1-methyl-1H-pyrazol-4-yl)pyridin-2-yl)-4-oxo-3,4-dihydroquinazolin-8-yl)ethyl)amino)-N-(methylsulfonyl)picolinamide ClC1=CC=C(C(=N1)C(=O)NS(=O)(=O)C)N[C@H](C)C=1C=C(C=C2C(N(C(=NC12)C1=NC=C(C=C1)C=1C=NN(C1)C)C)=O)C